2-(methylamino)-5-ureidopentanoic acid CNC(C(=O)O)CCCNC(=O)N